tert-butyl(8,9-difluoro-6-methyl-1,2,5,6-tetrahydro-4H-pyrrolo[3,2,1-ij]quinolin-5-yl)carbamate C(C)(C)(C)OC(NC1CN2C3=C(C(=C(C=C3C1C)F)F)CC2)=O